C(CC#N)#N malononitrile